CC1=C(C=CC=C1N1CCC(CC1)NC1CCC(CC1)O)C1=CC=CC=C1 4-(1-(2-methylbiphenyl-3-yl)piperidin-4-ylamino)cyclohexanol